S1C=C(C=C1)C(=O)C1=C(C=CC(=C1)C)OCOC (3-thienyl)(2-methoxymethoxy-5-methyl-phenyl)-methanone